S(=O)(=O)(O)C(C(=O)O)CCCCCCCCCCCCCCCC sulfostearic acid